2-(1-methyl-1H-pyrazol-4-yl)pyrido[2,3-e][1,2,4]triazolo[1,5-c]pyrimidin-5(6H)-one Methyl-(2-cyanopyridin-3-yl)carbamate CN(C(O)=O)C=1C(=NC=CC1)C#N.CN1N=CC(=C1)C1=NN2C(NC3=C(C2=N1)N=CC=C3)=O